(E)-6-(1,2-diphenylvinyl)-2,3-dimethylpyridine C1(=CC=CC=C1)/C(=C\C1=CC=CC=C1)/C1=CC=C(C(=N1)C)C